C1=CC=CC=2C3=CC=CC=C3C(C12)=O.B([O-])([O-])[O-].[S+2].[In+3].[Zn+2] zinc-indium sulfur borate-fluoren-9-one